CN(C1=CC2=C(N=C(S2)C2=CC=C(C=C2)C=2C=CC(=NC2)N(CCOCCOC=2C=C(C(C(=O)O)=CC2)C(=O)O)C(=O)OC(C)(C)C)C=C1)C 4-[2-[2-[[5-[4-[6-(dimethylamino)-1,3-benzothiazol-2-yl]phenyl]pyridin-2-yl]-[(2-methylpropan-2-yl)oxycarbonyl]amino]ethoxy]ethoxy]phthalic acid